(R)-3-((S)-1-(tert-butoxy)-3-(4-fluoro-3-(hydroxymethyl)phenyl)-1-oxopropan-2-yl)pyrrolidine-1-carboxylic acid tert-butyl ester C(C)(C)(C)OC(=O)N1C[C@H](CC1)[C@@H](C(=O)OC(C)(C)C)CC1=CC(=C(C=C1)F)CO